N-(4-Nitrophenyl)-7H-pyrrolo[2,3-d]Pyrimidine-4-amine [N+](=O)([O-])C1=CC=C(C=C1)NC=1C2=C(N=CN1)NC=C2